FC(C)(F)C1=NC(=CC(=N1)NC1=CC(=NC=C1N1N=C(N=C1)C)NC(C)=O)C N-(4-((2-(1,1-difluoroethyl)-6-methylpyrimidin-4-yl)amino)-5-(3-methyl-1H-1,2,4-triazol-1-yl)pyridin-2-yl)acetamide